C(C)(C)(C)OC(=O)NCCOCCOCCOCCOCCOCCOCCN(C/C=C/C(=O)OC)C methyl (E)-4-[2-[2-[2-[2-[2-[2-[2-(tertbutoxycarbonylamino) ethoxy]ethoxy]ethoxy]ethoxy]ethoxy]ethoxy]ethyl-methyl-amino]but-2-enoate